(R)-N-((1-(6-((3-Cyclobutyl-1-methyl-1H-pyrazol-5-yl)amino)-3-methylpyridine-2-carbonyl)-5,5-difluoropiperidin-2-yl)methyl)acetamide C1(CCC1)C1=NN(C(=C1)NC1=CC=C(C(=N1)C(=O)N1[C@H](CCC(C1)(F)F)CNC(C)=O)C)C